1-(4-(6-chloro-8-fluoro-7-(5-methyl-1H-indazol-4-yl)-2-(1-methylpiperidin-4-ylamino)quinazolin-4-yl)piperazin-1-yl)prop-2-en-1-one ClC=1C=C2C(=NC(=NC2=C(C1C1=C2C=NNC2=CC=C1C)F)NC1CCN(CC1)C)N1CCN(CC1)C(C=C)=O